(4Z)-dodeca-4,11-dien-1-ol C(CC\C=C/CCCCCC=C)O